5-(1-fluoro-3-hydroxy-7-propoxynaphthalen-2-yl)-1λ6,2,5-thiadiazolidine-1,1,3-trione FC1=C(C(=CC2=CC=C(C=C12)OCCC)O)N1CC(NS1(=O)=O)=O